4-(pyridin-4-yl)piperazin N1=CC=C(C=C1)N1CCNCC1